ClC1=C(C=C2C(=C(N(C2=C1F)C)C1=NC(=NN1)COC)N1C=NC=C1)OC 6-chloro-7-fluoro-3-(1H-imidazol-1-yl)-5-methoxy-2-(3-(methoxymethyl)-1H-1,2,4-triazol-5-yl)-1-methyl-1H-indole